(2R,3R,5R)-4-Acetoxy-2-((benzoyloxy)methyl)-5-cyano-5-(2,4-dioxo-3,4-dihydropyrimidin-1(2H)-yl)tetrahydrofuran-3-yl benzoate C(C1=CC=CC=C1)(=O)O[C@@H]1[C@H](O[C@](C1OC(C)=O)(N1C(NC(C=C1)=O)=O)C#N)COC(C1=CC=CC=C1)=O